C1(CC1)COC=1C=C(OC2=C3CC[C@@H](C3=CC=C2[N+](=O)[O-])OP(=O)(N2CC2)N2CC2)C=C(C1)O bis(aziridin-1-yl)phosphinic acid (S)-4-(3-(cyclopropylmethoxy)-5-hydroxyphenoxy)-5-nitro-2,3-dihydro-1H-inden-1-yl ester